4-(bromomethyl)-3,5-dichlorobenzoic acid BrCC1=C(C=C(C(=O)O)C=C1Cl)Cl